((3-oxobicyclo[4.1.0]heptan-1-yl)methyl)-1H-benzo[d]imidazole-6-carbonitrile O=C1CC2(CC2CC1)CN1C=NC2=C1C=C(C=C2)C#N